FC=1C=CC(=NC1)NC([C@H](C)N1CC(CC(C1)C)C=1N=NC(=CC1)OC)=O (2S)-N-(5-fluoropyridin-2-yl)-2-(3-(6-methoxypyridazin-3-yl)-5-methylpiperidin-1-yl)propionamide